C(C=C)(=O)OCCCCCCCCCO 1,9-nonanediol acrylate